tert-butyl 4-[7-(oxan-4-yl)-3-oxo-1H,2H-pyrido[2,3-b]pyrazin-4-yl]piperidine-1-carboxylate O1CCC(CC1)C1=CC2=C(N(C(CN2)=O)C2CCN(CC2)C(=O)OC(C)(C)C)N=C1